COC(CNC(=O)C1=NC(=CN=C1O)C1=CC=C(C=C1)C)=O (3-hydroxy-6-(4-methylphenyl)pyrazine-2-carbonyl)glycine methyl ester